(4-aminoazepan-1-yl)-5-(4-chloro-2-ethyl-2H-indazol-5-yl)-3-methyl-3H,4H,7H-pyrrolo[2,3-d]pyrimidin-4-one hydrochloride Cl.NC1CCN(CCC1)C=1N(C(C2=C(N1)NC=C2C2=C(C1=CN(N=C1C=C2)CC)Cl)=O)C